Plutonium(III) chloride [Cl-].[Pu+3].[Cl-].[Cl-]